2,6-dibromo-4-[5-fluoro-2-(1-hydroxyethyl)-1-benzofuran-3-carbonyl]phenol BrC1=C(C(=CC(=C1)C(=O)C1=C(OC2=C1C=C(C=C2)F)C(C)O)Br)O